N-(2'-chloro-3'-(5-((3-hydroxy-3-methylazetidin-1-yl)methyl)-6-methoxypyridin-2-yl)-2-methyl-[1,1'-biphenyl]-3-yl)-1,3-dimethyl-2,4-dioxo-1,2,3,4-tetrahydropyrimidine-5-carboxamide ClC1=C(C=CC=C1C1=NC(=C(C=C1)CN1CC(C1)(C)O)OC)C1=C(C(=CC=C1)NC(=O)C=1C(N(C(N(C1)C)=O)C)=O)C